N1=NC=CC2=C1C=NC(N2)=O pyrimido[5,4-c]pyridazin-6(5H)-one